dimethyl (2E)-2-[[6-methyl-5-(3-methyltriazol-4-yl)-3-pyridyl]hydrazono]-3-oxo-pentanedioate CC1=C(C=C(C=N1)N\N=C(\C(=O)OC)/C(CC(=O)OC)=O)C=1N(N=NC1)C